5-(2-chloro-4-fluorophenyl)-6-(2-chloro-5-methoxyphenyl)-2,4-dimethyl-3(2H)-pyridazinone ClC1=C(C=CC(=C1)F)C1=C(C(N(N=C1C1=C(C=CC(=C1)OC)Cl)C)=O)C